methyl 6-(2-oxopropoxy)quinoline-4-carboxylate O=C(COC=1C=C2C(=CC=NC2=CC1)C(=O)OC)C